8-bromo-5-oxo-6H-imidazo[1,2-c]pyrimidine-2-carboxylic acid ethyl ester C(C)OC(=O)C=1N=C2N(C(NC=C2Br)=O)C1